O=S1(C[C@H](C=C1)NC(=O)C=1N=C(SC1)C1=CC=C(C=C1)C(F)(F)F)=O (S)-N-(1,1-dioxido-2,3-dihydrothiophen-3-yl)-2-(4-(trifluoromethyl)phenyl)thiazole-4-carboxamide